N-({1-[(2-methoxyethyl)trimethyl-$l^{5}-silyl]-5-methylimidazol-4-yl}methyl)-1H,2H,3H-benzo[b]pyrrolizine-9-carboxamide COCC[Si](N1C=NC(=C1C)CNC(=O)C=1C2=C(N3CCCC13)C=CC=C2)(C)(C)C